1-(1-phenylvinyl)isoquinoline C1(=CC=CC=C1)C(=C)C1=NC=CC2=CC=CC=C12